3-(5-(((1S,2R)-2-(4-(difluoromethoxy)piperidin-1-yl)cyclopentyl)oxy)-1-oxoisoindolin-2-yl)piperidine-2,6-dione FC(OC1CCN(CC1)[C@H]1[C@H](CCC1)OC=1C=C2CN(C(C2=CC1)=O)C1C(NC(CC1)=O)=O)F